(2S,5S)-2-((tert-butyldimethylsilyloxy)methyl)-5-hydroxy-3-methyl-5,6-Dihydropyridine-1(2H)-carboxylic acid tert-butyl ester C(C)(C)(C)OC(=O)N1[C@@H](C(=C[C@@H](C1)O)C)CO[Si](C)(C)C(C)(C)C